tert-butyl 3-(4-((2-(2,6-dioxopiperidin-3-yl)-1,3-dioxoisoindolin-4-yl)amino)butyl)azetidine-1-carboxylate O=C1NC(CCC1N1C(C2=CC=CC(=C2C1=O)NCCCCC1CN(C1)C(=O)OC(C)(C)C)=O)=O